C1(CC1)C=1C(=CC(N2C(CSC12)C(=O)O)=O)CC1=CC=C(C2=CC=CC=C12)OC 7-cyclopropyl-6-[(4-methoxy-1-naphthyl)methyl]-4-oxo-1-thia-3a-aza-3-indanecarboxylic acid